FC(C(=O)O)(F)F.C=1N=CN2C1C=CC(=C2)S(=O)(=O)N imidazo[1,5-a]pyridine-6-sulfonamide 2,2,2-trifluoroacetate